ethyl 3-[(7-methyl-2,3-dioxo-1,4-dihydroquinoxalin-6-yl)sulfonylamino]benzoate CC1=C(C=C2NC(C(NC2=C1)=O)=O)S(=O)(=O)NC=1C=C(C(=O)OCC)C=CC1